FC(C(/C(=C(\C(C(C(F)(F)F)(F)F)(F)F)/C(F)(F)F)/F)(C(F)(F)F)F)(F)F Z-1,1,1,2,3,5,5,6,6,7,7,7-dodecafluoro-2,4-bis(trifluoromethyl)-3-heptene